N(=[N+]=[N-])C1=C(C=C(OCCCN2C(C3=CC=CC=C3C2=O)=O)C=C1F)F 2-[3-(4-Azido-3,5-difluorophenoxy)propyl]-1,3-isoindolinedione